ClC=1C=2C(N=C3N(C2C=CC1)C1=CC(=CC=C1C31CCOCC1)N1CCC3(CNC3)CC1)=O 4-chloro-10-(2,7-diazaspiro[3.5]nonan-7-yl)-2',3',5',6'-tetrahydro-5H-spiro[indolo[1,2-a]quinazoline-7,4'-pyran]-5-one